2-(4-chlorophenyl)-1-(7-fluoro-5-(2-((1-methyl-1H-pyrazol-5-yl)amino)pyrimidin-4-yl)indolin-1-yl)ethan-1-one ClC1=CC=C(C=C1)CC(=O)N1CCC2=CC(=CC(=C12)F)C1=NC(=NC=C1)NC1=CC=NN1C